2-(((S)-4-(6-((5-cyanopyridin-2-yl)methoxy)pyridin-2-yl)-2-methylpiperazin-1-yl)methyl)-3-(((S)-oxetan-2-yl)methyl)-3H-imidazo[4,5-b]pyridine-5-carboxylic acid C(#N)C=1C=CC(=NC1)COC1=CC=CC(=N1)N1C[C@@H](N(CC1)CC1=NC=2C(=NC(=CC2)C(=O)O)N1C[C@H]1OCC1)C